C(C)(C)(C)OC(=O)N(C1CCN(CC1)C=1C2=CN(N=C2C(=CC1F)C(=O)OC)C)C1CC1 methyl 4-[4-[tert-butoxycarbonyl(cyclopropyl)amino]-1-piperidyl]-5-fluoro-2-methyl-indazole-7-carboxylate